FC1(CN2C=3C(=C(SC3C(N[C@H](C2)[C@@H]2OCCCC2)=O)C=2C=NNC2)C1)F (R)-4,4-difluoro-2-(1H-pyrazol-4-yl)-7-((R)-tetrahydro-2H-pyran-2-yl)-4,5,7,8-tetrahydro-3H-1-thia-5a,8-diazabenzo[cd]azulen-9(6H)-one